CC1N(C(CNC1)C)CC=1C=C2C(N(C(C2=CC1)=O)C1C(NC(CC1)=O)=O)=O 5-((2,6-dimethylpiperazin-1-yl)methyl)-2-(2,6-dioxopiperidin-3-yl)isoindoline-1,3-dione